C1=CC2=CC(=O)N=C2C=C1 indolone